benzyl 4-(2-tert-butoxycarbonyl-2,6-diazaspiro[3.3]heptan-6-yl)indoline-1-carboxylate C(C)(C)(C)OC(=O)N1CC2(C1)CN(C2)C2=C1CCN(C1=CC=C2)C(=O)OCC2=CC=CC=C2